N-(4-(1-(1-(1-(1H-1,2,4-triazole-1-carbonyl)pyrrolidin-3-yl)ethyl)-4-amino-1H-pyrazolo[3,4-d]pyrimidin-3-yl)benzyl)-5-fluoro-2-methoxybenzamide N1(N=CN=C1)C(=O)N1CC(CC1)C(C)N1N=C(C=2C1=NC=NC2N)C2=CC=C(CNC(C1=C(C=CC(=C1)F)OC)=O)C=C2